ClC=1C=C(CNC(=O)C2(C=3C=CC=NC3C(CC2)O)F)C=C(C1)F N-(3-chloro-5-fluorobenzyl)-5-fluoro-8-hydroxy-5,6,7,8-tetrahydroquinoline-5-carboxamide